2'-(2,6-difluoro-3,5-dimethoxyphenyl)-6'-(5-(morpholinosulfonyl)pyridin-3-yl)-1'h-spiro[cyclopropane-1,4'-[2,7]naphthyridine]-3'(2'h)-one FC1=C(C(=C(C=C1OC)OC)F)N1CC2=CN=C(C=C2C2(C1=O)CC2)C=2C=NC=C(C2)S(=O)(=O)N2CCOCC2